NC=1OC[C@@H](N1)CCC1=CC=C(C=C1)NC(CC1=CC=C(C=C1)F)=O N-{4-[2-((S)-2-amino-4,5-dihydro-oxazol-4-yl)-ethyl]-phenyl}-2-(4-fluoro-phenyl)-acetamide